N-((S)-1'-(3-((5-chloro-3-(2-methoxyethyl)-4-oxo-3,4-dihydroquinazolin-6-yl)thio)-1,2,4-triazin-6-yl)-1,3-dihydrospiro[indene-2,4'-piperidin]-1-yl)-2-methylpropane-2-sulfinamide ClC1=C2C(N(C=NC2=CC=C1SC=1N=NC(=CN1)N1CCC2(CC1)[C@@H](C1=CC=CC=C1C2)NS(=O)C(C)(C)C)CCOC)=O